C(C)(C)(C)OC(=O)N(C)C[C@H]1CN(CCO1)C(=O)OCC1=CC=CC=C1 benzyl (S)-2-(((tert-butoxycarbonyl)(methyl)amino)methyl)morpholine-4-carboxylate